CCCCCCCC/C=C\CCCCCCCCCCCCCC(=O)O[C@H](CO/C=C\CCCCCCCC/C=C\CCCCCC)COP(=O)([O-])OCC[N+](C)(C)C 1-(1Z,11Z-octadecadienyl)-2-(15Z-tetracosenoyl)-sn-glycero-3-phosphocholine